C(C)NS(OCC(=O)NC=1SC2=C(N1)CCC[C@@H]2C2=CC(=C(C=C2)F)Cl)(=O)=O (R)-2-((7-(3-chloro-4-fluorophenyl)-4,5,6,7-tetrahydrobenzo[d]thiazol-2-yl)amino)-2-oxoethyl ethylsulfamate